NC1=C(C(=NC=2N1N=C(C2CC)C)NCCC2=NN(C=C2)C2COCC2CO)C#N (+-)-7-amino-3-ethyl-5-((2-(1-(4-(hydroxymethyl)tetrahydrofuran-3-yl)-1H-pyrazol-3-yl)ethyl)amino)-2-methyl-pyrazolo[1,5-a]pyrimidine-6-carbonitrile